COC(C1=NC=CC(=C1C)C=1OC2=C(N1)C=C(C=C2)N)=O methyl-4-(5-aminobenzo[d]oxazol-2-yl)picolinic acid methyl ester